(S)-isochroman C1OCCC2=CC=CC=C12